C(C)(C)(C)C1=CC=C(C=C1)N1N=C(C=C1)C=1NC(=CC1)C=1C2=CC(=CC=C2C=C2C=CC(=CC12)C(C)(C)C)C(C)(C)C 1-(4-(tert-butyl)phenyl)-3-(5-(2,7-di-tert-butylanthracen-9-yl)-1H-pyrrol-2-yl)-1H-pyrazole